tert-butyl 4-(5-((2-chlorophenyl)amino)-1H-pyrazolo[3,4-c]pyridin-1-yl)thiophene-2-carboxylate ClC1=C(C=CC=C1)NC=1C=C2C(=CN1)N(N=C2)C=2C=C(SC2)C(=O)OC(C)(C)C